C(C)C=1C(=C2C(=NC1C(F)(F)F)CCC2)NC(=O)N=[S@@](=O)(N)C=2SC=C(C2)C(C)(C)O (S)-N'-((3-ethyl-2-(trifluoromethyl)-6,7-dihydro-5H-cyclopenta[b]pyridin-4-yl)carbamoyl)-4-(2-hydroxypropan-2-yl)thiophene-2-sulfonimidamide